C(C1=CC=CC=C1)N1N=C(C(N(C1=O)CC1=CC=CC=C1)=O)[Si](C)(C)CC1=CC=CC=C1 2,4-dibenzyl-6-(benzyldimethylsilyl)-1,2,4-triazine-3,5(2h,4h)-dione